2-(1-cyclopropylethoxy)-N-(4-(4,4-difluorocyclohexyl)-2-(2,5-difluorophenyl)pyridin-3-yl)pyrimidine-5-carboxamide C1(CC1)C(C)OC1=NC=C(C=N1)C(=O)NC=1C(=NC=CC1C1CCC(CC1)(F)F)C1=C(C=CC(=C1)F)F